NC1=NC2=C(C=3N1N=C(N3)C3=NC=CC=C3)C(=C(N2CCN2CCN(CC2)C2=C(C=C(C=C2)F)F)C(=O)O)C 5-amino-7-(2-(4-(2,4-difluorophenyl)piperazin-1-yl)ethyl)-9-methyl-2-(pyridin-2-yl)-7H-pyrrolo[3,2-e][1,2,4]triazolo[1,5-c]pyrimidine-8-carboxylic acid